N-(1-oxo-3-phenyl-1-(piperidin-1-yl)propan-2-yl)butyramide O=C(C(CC1=CC=CC=C1)NC(CCC)=O)N1CCCCC1